[2-(4-methoxybenzoyl)-2,3,4,9-tetrahydro-1H-β-carbolin-9-yl]-acetic acid methyl ester COC(CN1C2=CC=CC=C2C=2CCN(CC12)C(C1=CC=C(C=C1)OC)=O)=O